(S)-6-fluoro-N-(2-(hydroxymethyl)-2-methyl-6-morpholino-2,3-dihydrobenzofuran-5-yl)pyrazolo[1,5-a]pyrimidine-3-carboxamide FC=1C=NC=2N(C1)N=CC2C(=O)NC=2C(=CC1=C(C[C@@](O1)(C)CO)C2)N2CCOCC2